O1C2=C(OCC1)C=C(C=C2)S(=O)(=O)N2CCN(CCC2)S(=O)(=O)C=2C=C(N)C=CC2 3-(4-(2,3-Dihydrobenzo[b][1,4]dioxin-6-ylsulfonyl)-1,4-diazepan-1-ylsulfonyl)aniline